4-(3-bromo-2-methyl-anilino)-2-(trifluoromethyl)pyrido[3,2-d]pyrimidine-7-carbaldehyde BrC=1C(=C(NC=2C3=C(N=C(N2)C(F)(F)F)C=C(C=N3)C=O)C=CC1)C